C(#N)[C@H](C[C@H]1C(NCC1)=O)NC(=O)[C@@H]1[C@H]2C([C@H]2CN1C([C@H](C(C)(C)C)NC(OC)=O)=O)(C)C Methyl {(2S)-1-[(1R,2S,5S)-2-({(1S)-1-cyano-2-[(3S)-2-oxopyrrolidin-3-yl]ethyl}carbamoyl)-6,6-dimethyl-3-azabicyclo[3.1.0]hexan-3-yl]-3,3-dimethyl-1-oxobutan-2-yl}carbamate